C(C=C)SSSCCC propyl allyl trisulfide